C(OC=1C=C(C=CC1)C1=CC=CC=C1)([2H])([2H])[2H] 3'-methoxy-d3-[1,1'-biphenyl]